phthalic difluoride C(C=1C(C(=O)F)=CC=CC1)(=O)F